D(-)-Tagatose C([C@H]([C@@H]([C@@H](C(=O)CO)O)O)O)O